COC=1C=C(C(=O)Cl)C=C(C1OC)[N+](=O)[O-] 3,4-dimethoxy-5-nitrobenzoyl chloride